N-(4-((4-(imidazo[1,2-a]pyridin-7-yloxy)-3-methylphenyl)amino)quinazolin-6-yl)-3-(1-methylpyrrolidin-2-yl)acrylamide N=1C=CN2C1C=C(C=C2)OC2=C(C=C(C=C2)NC2=NC=NC1=CC=C(C=C21)NC(C=CC2N(CCC2)C)=O)C